(S)-2'-Chloro-N-(5-(3-hydroxypyrrolidine-1-carbonyl)-5,6-dihydro-4H-pyrrolo[3,4-d]thiazol-2-yl)-5'-methoxy-6-methyl-[4,4'-bipyridine]-3-carboxamide ClC1=NC=C(C(=C1)C1=C(C=NC(=C1)C)C(=O)NC=1SC2=C(N1)CN(C2)C(=O)N2C[C@H](CC2)O)OC